C(CCCCCCCCCCCCCCC)OC([C@@H](N)CCC(N)=O)=O Glutamine Palmityl Ester